6-chloro-1-[4-[(dimethylamino)meth-yl]-6-isopropyl-pyrimidin-5-yl]-4-[(2S,5R)-2,5-dimethyl-4-prop-2-enoyl-piperazin-1-yl]-7-(2-fluoro-phenyl)pyrido[2,3-d]pyrimidin-2-one ClC1=CC2=C(N(C(N=C2N2[C@H](CN([C@@H](C2)C)C(C=C)=O)C)=O)C=2C(=NC=NC2C(C)C)CN(C)C)N=C1C1=C(C=CC=C1)F